Methyl (±)-6-methyl-4-((1-methylpyrrolidin-2-yl)methoxy)picolinate CC1=CC(=CC(=N1)C(=O)OC)OC[C@@H]1N(CCC1)C |r|